N1=CNC2=C1C=CC=C2C#N benzo[d]imidazole-4-carbonitrile